2-({2-(1-fluoro-cyclobutyl)-4-[4-(2-methoxy-phenyl)-piperidin-1-yl]-quinazolin-6-yl}-methyl-amino)-ethanol FC1(CCC1)C1=NC2=CC=C(C=C2C(=N1)N1CCC(CC1)C1=C(C=CC=C1)OC)N(CCO)C